Eicosanedioic acid (mono-tert-butyl eicosanate) C(C)(C)(C)C(C(=O)O)CCCCCCCCCCCCCCCCCC.C(CCCCCCCCCCCCCCCCCCC(=O)O)(=O)O